N,N-dibutyl-3-((3,4-dimethoxyphenyl)sulfonyl)-6-(methylthio)quinolin-4-amine C(CCC)N(C1=C(C=NC2=CC=C(C=C12)SC)S(=O)(=O)C1=CC(=C(C=C1)OC)OC)CCCC